9,9'-(5'-(4,6-diphenyl-1,3,5-triazin-2-yl)-2'-(pyridin-4-yl)-[1,1':3',1''-terphenyl]-4,4''-diyl)bis(9H-carbazole) C1(=CC=CC=C1)C1=NC(=NC(=N1)C1=CC=CC=C1)C=1C=C(C(=C(C1)C1=CC=C(C=C1)N1C2=CC=CC=C2C=2C=CC=CC12)C1=CC=NC=C1)C1=CC=C(C=C1)N1C2=CC=CC=C2C=2C=CC=CC12